bromo-5-iodo-7,8-dihydro-6H-pyrido[3,2-b]pyrrolizine BrC=1C=CC=2C(=C3CCCN3C2N1)I